2-(3-methylisoxazol-5-yl)-N-(5-((1R,3S)-3-((4-methylpyridazin-3-yl)oxy)cyclopentyl)-1H-pyrazol-3-yl)acetamide CC1=NOC(=C1)CC(=O)NC1=NNC(=C1)[C@H]1C[C@H](CC1)OC=1N=NC=CC1C